C(C)(=O)C1=C(C2=C(N=C(N=C2)NC2=CC=C(C=C2)NC(CCCCCCOC2=C3C(N(C(C3=CC=C2)=O)C2C(NC(CC2)=O)=O)=O)=O)N(C1=O)C1CCCC1)C N-(4-((6-acetyl-8-cyclopentyl-5-methyl-7-oxo-7,8-dihydropyrido[2,3-d]pyrimidin-2-yl)amino)phenyl)-7-((2-(2,6-dioxopiperidin-3-yl)-1,3-dioxoisoindolin-4-yl)oxy)heptanamide